tert-butyl (3R)-3-methylthiomorpholine-4-carboxylate C[C@H]1N(CCSC1)C(=O)OC(C)(C)C